Methyl (R)-5-(3-acetamidopyrrolidin-1-yl)-2-amino-4-bromobenzoate C(C)(=O)N[C@H]1CN(CC1)C=1C(=CC(=C(C(=O)OC)C1)N)Br